C1(CC1)CN1C=C(C2=CC=C(C=C12)[N+](=O)[O-])C#N 1-(cyclopropylmethyl)-6-nitro-1H-indole-3-carbonitrile